CN1N=CC=C1C1=CC=C(N)C=C1 4-(1-methyl-1H-pyrazol-5-yl)aniline